Tert-Butyl 4-(3-carbamoylchroman-7-yl)piperazine-1-carboxylate C(N)(=O)C1COC2=CC(=CC=C2C1)N1CCN(CC1)C(=O)OC(C)(C)C